C1(CC1)NC(CCC1=CC2=C(OC[C@@H](C(N2C)=O)NC(=O)C2=NNC(=N2)CC2=C(C=C(C=C2)F)F)C=C1)=O (S)-N-(7-(3-(cyclopropylamino)-3-oxopropyl)-5-methyl-4-oxo-2,3,4,5-tetrahydrobenzo[b][1,4]oxazepin-3-yl)-5-(2,4-difluorobenzyl)-1H-1,2,4-triazole-3-carboxamide